4-(1-methyl-1H-indol-5-yl)piperidine-1-carboxylic acid tert-butyl ester C(C)(C)(C)OC(=O)N1CCC(CC1)C=1C=C2C=CN(C2=CC1)C